NC1=NC=NC=2N(C3=CC=C(C=C3C21)C(F)(F)F)CC(=O)N2[C@@H]1C[C@@H]1C[C@H]2C(=O)NC2=CC(=NC=C2)Br (1R,3S,5R)-2-(2-(4-amino-6-(trifluoromethyl)-9H-pyrimido[4,5-b]indol-9-yl)acetyl)-N-(2-bromopyridin-4-yl)-2-azabicyclo[3.1.0]hexane-3-carboxamide